F[C@H]1[C@@H]2CCC[C@H](C[C@H]1OC1=CC=C(N=N1)C1=C(C=C(C=C1)C1=CC(N(C=N1)C)=O)O)N2 6-(4-(6-(((1s,2s,3r,5r)-2-fluoro-9-azabicyclo[3.3.1]non-3-yl)oxy)pyridazin-3-yl)-3-hydroxyphenyl)-3-methylpyrimidin-4(3H)-one